α-butylalanine C(CCC)[C@](N)(C)C(=O)O